C1(=CC=CC=C1)[C@@H](C)N1CC[C@@H]2CN(C[C@@H]21)C(=O)OCC Ethyl (3aR,6aR)-1-[(1R)-1-phenylethyl]-2,3,3a,4,6,6a-hexahydro-pyrrolo[3,2-c]pyrrole-5-carboxylate